4-((4-(3-((2-((1S)-1-((tetrahydro-2H-pyran-2-yl)oxy)ethyl)-1H-imidazole-1-yl)methyl)isoxazol-5-yl)phenyl)ethynyl)benzoic acid O1C(CCCC1)O[C@@H](C)C=1N(C=CN1)CC1=NOC(=C1)C1=CC=C(C=C1)C#CC1=CC=C(C(=O)O)C=C1